2-fluoro-4-((3-((3R,4S)-3-hydroxytetrahydro-2H-pyran-4-yl)-4-oxo-3,4,8,9-tetrahydro-2H-benzofuro[5,4-e][1,3]oxazin-6-yl)methyl)-N-(((S)-tetrahydrofuran-2-yl)methyl)benzamide FC1=C(C(=O)NC[C@H]2OCCC2)C=CC(=C1)CC1=CC=2C(N(COC2C=2CCOC21)[C@@H]2[C@H](COCC2)O)=O